FC(C1=CC=C(C(N)=NO)C=C1)(F)F p-trifluoromethylbenzoamide oxime